3,8-dioctyl-1,10-phenanthroline C(CCCCCCC)C=1C=NC2=C3N=CC(=CC3=CC=C2C1)CCCCCCCC